N1(C=NC=C1)N(C1(NC=NC=C1C(=O)N)NC1CC1)C1=CC=CC=C1 4-(1H-imidazol-1-ylphenylamino)-4-(cyclopropylamino)pyrimidine-5-carboxamide